O[C@@]1([C@H](/C=C/[C@@H]([C@H](C(C(C[C@H](CC1)O)=O)=O)\C(\C)=C\C=C\[C@H](C)C1=NC=CC=C1)C)OC(=O)N1CCN(CC1)C1CCCC1)C 4-cyclopentylpiperazine-1-carboxylic acid [(2s,3s,4e,6s,7s,10s)-7,10-dihydroxy-3,7-dimethyl-12-oxo-2-[(2e,4e,6s)-6-pyridin-2-ylhept-2,4-dien-2-yl]-1-oxocyclododec-4-en-6-yl] ester